1-octyl-3-methylimidazole bistrifluoromethanesulfonimide salt [N-](S(=O)(=O)C(F)(F)F)S(=O)(=O)C(F)(F)F.C(CCCCCCC)N1CN(C=C1)C